3-tricyclo[5.2.1.02,6]dec-4-enyl propanoate C(CC)(=O)OC1C2C3CCC(C2C=C1)C3